CC(C(CC)N)O methyl-2-aminobutan-1-ol